Cl.ClC=1C=C(C=CC1)/C(=C(\CN)/F)/C (E)-3-(3-chlorophenyl)-2-fluorobut-2-en-1-amine hydrochloride